C([C@@H](C(=O)[O-])N)C(C(=O)[O-])C(=O)[O-] The molecule is an L-alpha amino acid anion obtained by the deprotonation of the three carboxy groups of gamma-carboxy-L-glutamic acid. It is a L-alpha-amino acid anion and a tricarboxylic acid trianion. It is a conjugate base of a gamma-carboxy-L-glutamic acid zwitterion(2-).